6-(cyclohexylmethyl)phenanthridine C1(CCCCC1)CC=1N=C2C=CC=CC2=C2C=CC=CC12